6-(Benzyloxy)-1-methyl-N-(4-methyl-1,1-dioxidotetrahydro-2H-thiopyran-4-yl)-1H-imidazo[4,5-c]pyridine-2-carboxamide C(C1=CC=CC=C1)OC1=CC2=C(C=N1)N=C(N2C)C(=O)NC2(CCS(CC2)(=O)=O)C